C12(C3(CCCC3C(CC1)C2)CO)CO Tricyclo[5.2.1.02,6]-decanedimethanol